Cl.NC([C@H](CCCCNC(OCC1=CC=CC=C1)=O)NC([C@H](C)NC(=O)[C@H]1NC[C@@H](C1)OC1=CC=NC=C1)=O)=O Benzyl ((S)-6-amino-6-oxo-5-((S)-2-((2S,4R)-4-(pyridin-4-yloxy)pyrrolidine-2-carboxamido)propanamido)hexyl)carbamate HCl